FC(C=1C=C(OC2=C3C(C(C3=C(C=C2)C(F)(F)F)=O)(F)F)C=C(C1)F)F 2-[3-(difluoromethyl)-5-fluorophenoxy]-8,8-difluoro-5-trifluoromethylbicyclo[4.2.0]octa-1,3,5-triene-7-one